ClC1=C(C(=O)NCC(N2CCC(CC2)COC2=NC=NC(=C2)F)C2=C(N=CS2)C(F)F)C(=CC=C1)F 2-Chloro-N-{2-[4-(difluoromethyl)-1,3-thiazol-5-yl]-2-(4-{[(6-fluoropyrimidin-4-yl)oxy]methyl}piperidin-1-yl)ethyl}-6-fluorobenzamide